O(CC[N+](C)(C)C)SSOCC[N+](C)(C)C dithiobischoline